pentamethylcyclopentadienylmanganese C[Mn](C1C=CC=C1)(C)(C)(C)C